5-(4-((4-(4'-bromo-5'-oxo-5'H-spiro[cyclohexane-1,7'-indolo[1,2-a]quinazolin]-10'-yl)piperidin-1-yl)methyl)-1H-1,2,3-triazol-1-yl)-2-(2,6-dioxopiperidin-3-yl)isoindoline-1,3-dione BrC=1C=2C(N=C3N(C2C=CC1)C1=CC(=CC=C1C31CCCCC1)C1CCN(CC1)CC=1N=NN(C1)C=1C=C3C(N(C(C3=CC1)=O)C1C(NC(CC1)=O)=O)=O)=O